2'-[6-amino-5-(trifluoromethyl)pyridin-3-yl]-N-[1-(2-chlorophenyl)cyclobutyl]-5',6'-dihydrospiro[azetidine-3,4'-pyrrolo[1,2-b]pyrazole]-1-carboxamide NC1=C(C=C(C=N1)C=1C=C2N(N1)CCC21CN(C1)C(=O)NC1(CCC1)C1=C(C=CC=C1)Cl)C(F)(F)F